ClC1=NC(=NC(=N1)Cl)N1C2=CC=CC=C2C=2C=CC=CC12 9-(4,6-dichloro-[1,3,5]triazine-2-yl)-carbazole